FC1(CCN(CC1)C1=CC(=CC(=N1)C1=NN=C(O1)C1=C(C=C(C=C1)NS(=O)(=O)CCO)N1CCC2(CC2)CC1)C)F N-(4-(5-(6-(4,4-Difluoropiperidin-1-yl)-4-methylpyridin-2-yl)-1,3,4-oxadiazol-2-yl)-3-(6-azaspiro[2.5]octan-6-yl)phenyl)-2-hydroxyethanesulfonamide